ClC1=NC=CC2=C1C=CN2CC2=CC=C(C=C2)B(O)O 4-((4-chloropyrrolo[3,2-c]pyridin-1-yl)methyl)phenylboronic acid